C(C)OC(=O)C=1C(OC=2CC(CC(C2C1)=O)(C)C)=O 7,7-dimethyl-2,5-dioxo-5,6,7,8-tetrahydro-2H-chromene-3-carboxylic acid ethyl ester